ClC1=C(N=CC2=C1N=C(N=C2N2C[C@@H](N(CC2)C(C(=C)F)=O)CC#N)OC[C@H]2N(CCC2)C)C2=CC=CC1=CC=CC(=C21)C 2-[(2s)-4-[8-chloro-7-(8-methyl-1-naphthyl)-2-[[(2S)-1-methylpyrrolidin-2-yl]methoxy]pyrido[4,3-d]pyrimidin-4-yl]-1-(2-fluoroprop-2-enoyl)piperazin-2-yl]acetonitrile